FC1(C(N(C2=C(O1)C=C(C(=C2)C2=C(C(=C(C(=C2F)F)OC)F)F)F)[C@@H](C(=O)OC)C)=O)F methyl (R)-2-(2,2,7-trifluoro-3-oxo-6-(2,3,5,6-tetrafluoro-4-methoxyphenyl)-2,3-dihydro-4H-benzo[b][1,4]oxazin-4-yl)propanoate